C(C)(C)(C)OC(=O)N1C(CNCC1)C=1C=NC(=CC1)NC=1N=CC2=C(N1)N(C(=C2)C(NC)=O)C2CCCC2 (6-((7-cyclopentyl-6-(N-methylcarbamoyl)-7H-pyrrolo[2,3-d]pyrimidine-2-yl)amino)pyridine-3-yl)piperazine-1-carboxylic acid tert-butyl ester